BrCCC1=C(C=CC=C1)Cl 1-(2-bromoethyl)-2-chlorobenzene